(1R,2S,3R,4R,Z)-N-(4-fluoro-3-(trifluoromethyl)phenyl)-3-(5-(4-fluorobenzyl)-2-methoxybenzamido)-7-(2,2,2-trifluoroethylidene)bicyclo[2.2.1]heptane-2-carboxamide FC1=C(C=C(C=C1)NC(=O)[C@H]1[C@H]/2CC[C@@H]([C@H]1NC(C1=C(C=CC(=C1)CC1=CC=C(C=C1)F)OC)=O)\C2=C/C(F)(F)F)C(F)(F)F